C(C1CCC(CC1)N[C@@H](CC(=O)[O-])C(=O)[O-])C1CCC(CC1)N[C@@H](CC(=O)[O-])C(=O)[O-] N,N'-(methylene di-4,1-cyclohexanediyl)-bisaspartate